[Si](C)(C)(C(C)(C)C)OCC=1N=C(SC1)C1(CCCCC1)O 1-(4-(((tert-butyldimethylsilyl)oxy)methyl)thiazol-2-yl)cyclohexanol